2-bromo-7-hydroxypyrazolo[1,5-a]pyrimidine-6-carboxylic acid ethyl ester C(C)OC(=O)C=1C=NC=2N(C1O)N=C(C2)Br